Cl.ClC=1N=C(C2=C(N1)NC(=C2Cl)CCNC)NCC=2OC=CC2 2,5-dichloro-N-[(furan-2-yl)methyl]-6-[2-(methylamino)ethyl]-7H-pyrrolo[2,3-d]pyrimidin-4-amine hydrochloride